methyl (S)-2-((2R,3R)-3-((S)-1-((3R,4S,5S)-4-((S)-2-amino-N,3-dimethylbutanamido)-3-methoxy-5-methylheptanoyl)pyrrolidin-2-yl)-3-methoxy-2-methylpropanamido)-3-phenylpropanoate N[C@H](C(=O)N(C)[C@H]([C@@H](CC(=O)N1[C@@H](CCC1)[C@@H]([C@H](C(=O)N[C@H](C(=O)OC)CC1=CC=CC=C1)C)OC)OC)[C@H](CC)C)C(C)C